1,1-dideutero-((R)-2,2-dimethyl-1,3-dioxolan-yl)methanol [2H]C(O)([2H])[C@H]1OC(OC1)(C)C